4-bromo-1-(difluoromethyl)-5-phenyl-pyrazole BrC=1C=NN(C1C1=CC=CC=C1)C(F)F